C(=O)C1=NC=C(C=C1)C1=CC(=CC(=C1)C=1C=CC(=NC1)C=O)C=1C=CC(=NC1)C=O 1,3,5-tri(2-formylpyridine-5-yl)benzene